1-Methyl-N-(1-methyl-6-((5-(trifluoromethyl)pyridin-2-yl)oxy)-1H-benzo-[d]imidazol-4-yl)-5-oxopyrrolidine-2-carboxamide CN1C(CCC1=O)C(=O)NC1=CC(=CC=2N(C=NC21)C)OC2=NC=C(C=C2)C(F)(F)F